[Cl-].Cl.ClC=1C=CC(=C(C1)C1=CC(=C(N=N1)C)NC1=CC(=NC=C1)NC(=O)CCC1[N+](CCNC1)(C)C)F 2-[(4-{[6-(5-chloro-2-fluorophenyl)-3-methylpyridazin-4-yl]amino}pyridin-2-yl)carbamoyl]ethyl-1,1-dimethylpiperazin-1-ium hydrochloride chloride